C(C(C)C)OC=NC(C=C)=O N-(isobutoxy)methyleneacrylamide